(4-amino-6-methyl-5-(quinolin-3-yl)-8,9-dihydro-[1,2,4]triazino[1,6-a]indol-8-yl)acrylamide NC1=NC=NN2C1=C(C=1C(=CC(CC21)C(C(=O)N)=C)C)C=2C=NC1=CC=CC=C1C2